FC(C1=NN(C(=C1C1=CC=C(C=C1)C)F)C1=CC=C(C=C1)S(=O)(=O)N)F 4-(3-(difluoromethyl)-5-fluoro-4-(4-tolyl)-1H-pyrazol-1-yl)benzenesulfonamide